OC[C@@]1(N2CC(C1=O)C2)COC (1S,2R,4S)-2-(hydroxymethyl)-2-(methoxymethyl)-1-azabicyclo[2.1.1]hexan-3-one